[C@@H]1([C@H](O)[C@H](O)[C@@H](CO)O1)C1C(=O)NC(=O)C=C1 1-deaza-uridine